6,6-Difluoro-2-hydroxy-5,6,7,8-tetrahydroquinoline-3-carboxylic acid methyl ester COC(=O)C=1C(=NC=2CCC(CC2C1)(F)F)O